2-[(5R)-3-bromo-4,5-dihydroisoxazol-5-yl]-N-[3-(trifluoromethyl)phenyl]aniline BrC1=NO[C@H](C1)C1=C(NC2=CC(=CC=C2)C(F)(F)F)C=CC=C1